tert-butyl (5R,9S)-2-methyl-3-(((trifluoromethyl)sulfonyl)oxy)-4,5,6,7,8,9-hexahydro-2H-5,9-epiminocycloocta[c]pyrazole-10-carboxylate CN1N=C2C(=C1OS(=O)(=O)C(F)(F)F)C[C@H]1CCC[C@@H]2N1C(=O)OC(C)(C)C